3,5-dimethyl-2-(5-{[(3R)-1-methylpiperidin-3-yl]amino}-2H-pyrazolo[3,4-d][1,3]thiazol-2-yl)phenol CC=1C(=C(C=C(C1)C)O)N1N=C2N=C(SC2=C1)N[C@H]1CN(CCC1)C